2-tert-butyl-4-[(2,3-dihydro-1,4-benzodioxin-2-ylmethyl)amino]-5-phenylisothiazol-3(2H)-one 1,1-dioxide C(C)(C)(C)N1S(C(=C(C1=O)NCC1COC2=C(O1)C=CC=C2)C2=CC=CC=C2)(=O)=O